C(C)C(C(O)C)C(CCO)C 2-ethyl-1,3-dimethyl-1,5-pentanediol